6-(4-(difluoromethoxy)phenyl)-2-((4-methylthiazol-2-yl)methyl)pyridazine-3(2H)-one FC(OC1=CC=C(C=C1)C=1C=CC(N(N1)CC=1SC=C(N1)C)=O)F